4-(2-(2-(2-isopropylphenyl)pyrrolidin-1-yl)-7-azaspiro[3.5]nonan-7-yl)benzamide selenium [Se].C(C)(C)C1=C(C=CC=C1)C1N(CCC1)C1CC2(C1)CCN(CC2)C2=CC=C(C(=O)N)C=C2